CN1N=CC(=C1C1=NC(=NC=C1F)N1CCC(CC1)(C(=O)Cl)F)C 1-(4-(1,4-dimethyl-1H-pyrazol-5-yl)-5-fluoropyrimidin-2-yl)-4-fluoropiperidine-4-carbonyl chloride